CC(C)C(=O)OC The molecule is the fatty acid methyl ester of isobutyric acid. It has a role as a metabolite. It derives from an isobutyric acid.